tert-butyl 4-(4-(5-(2-((tert-butoxycarbonyl)amino)pyridin-4-yl)-2-methyl-3H-imidazo[4,5-b]pyridin-3-yl)-2-fluorophenyl)piperazine-1-carboxylate C(C)(C)(C)OC(=O)NC1=NC=CC(=C1)C1=CC=C2C(=N1)N(C(=N2)C)C2=CC(=C(C=C2)N2CCN(CC2)C(=O)OC(C)(C)C)F